methyl 2-((3'-hydroxy-2,3,4,5-tetrahydro-[1,1'-biphenyl]-4-yl) methyl)-1-(((S)-oxetan-2-yl) methyl)-1H-benzo[d]imidazole-6-carboxylate OC=1C=C(C=CC1)C=1CCC(CC1)CC1=NC2=C(N1C[C@H]1OCC1)C=C(C=C2)C(=O)OC